O(C1=CC=CC=C1)P(=O)(NC1(CC1)C(=O)OCCC)CC1=CC2=C(SC(=C2)C(=O)O)C=C1 5-((phenoxy((1-(propoxycarbonyl)cyclopropyl)amino)phosphoryl)methyl)benzo[b]thiophene-2-carboxylic acid